N-(2-carbamoylpyridin-4-yl)-7-cyclopropyl-2-(oxan-4-ylmethyl)indazole-3-carboxamide C(N)(=O)C1=NC=CC(=C1)NC(=O)C=1N(N=C2C(=CC=CC12)C1CC1)CC1CCOCC1